C1(CC1)C1=C(C=NC=C1)N([C@@H]1CN(CC1)C1=NC=C(C=C1)C(F)(F)F)C1=CC=C(C=C1)C(F)(F)F (S)-4-Cyclopropyl-N-(4-(trifluoromethyl)phenyl)-N-(1-(5-(trifluoromethyl)pyridine-2-yl)pyrrolidin-3-yl)pyridin-3-amine